2-(4-(2-((dimethylamino)methyl)-1-methyl-1H-imidazol-5-yl)phenoxy)-4,6-difluorobenzaldehyde CN(C)CC=1N(C(=CN1)C1=CC=C(OC2=C(C=O)C(=CC(=C2)F)F)C=C1)C